COC=1C=C(N)C=CC1OC1=CC=CC=C1 3-Methoxy-4-phenoxyaniline